CC(C)(C)C=1C=C(C=C(C1)C(C)(C)C)C(/C=C/C1=CC=C(C(=O)O)C=C1)=O 4-[(1E)-3-[3,5-bis(1,1-dimethylethyl)phenyl]-3-oxo-1-propenyl]benzoic acid